NC1=NC(=C(C(=N1)C)CC=1C=C(C(=O)NCCCP(OCC)(OCC)=O)C=CC1OC)N[C@H](CCSC)CCCC diethyl (S)-(3-(3-((2-amino-4-methyl-6-((1-(methylthio) heptan-3-yl)amino)pyrimidin-5-yl)methyl)-4-methoxybenzamido) propyl)phosphonate